3-(5-chlorothiophen-2-yl)-2-cyclobutyl-3-oxopropanenitrile ClC1=CC=C(S1)C(C(C#N)C1CCC1)=O